3-(((4-chlorophenyl)methyl)oxy)-2-(4-hydroxybut-1-ynyl)-6-(5-(trifluoromethyl)-2H-pyrazol-3-yl)phenol ClC1=CC=C(C=C1)COC=1C(=C(C(=CC1)C=1NN=C(C1)C(F)(F)F)O)C#CCCO